C1OCCN2C1CN(CC2)CCOC2=CC=1N(C=C2)C(=CN1)C1=CC(=NC=N1)NCC1=CC=C(C=C1)C=1C=NN(C1)C (6-{7-[2-(hexahydro-pyrazino[2,1-c][1,4]oxazin-8-yl)-ethoxy]-imidazo[1,2-a]pyridin-3-yl}-pyrimidin-4-yl)-[4-(1-methyl-1H-pyrazol-4-yl)-benzyl]-amine